NC=1C(=NC(=C(N1)F)C1=CC(=C(C=C1)N1CCOCC1)CN1CCCC1)C=1C=C2C(=CNC(C2=CC1)=O)C 6-(3-amino-5-fluoro-6-(4-morpholino-3-(pyrrolidin-1-ylmethyl)phenyl)pyrazin-2-yl)-4-methylisoquinolin-1(2H)-one